N1-(2-(1H-pyrrol-1-yl)quinazolin-4-yl)-N3,N3-dimethylpropane-1,3-diamine N1(C=CC=C1)C1=NC2=CC=CC=C2C(=N1)NCCCN(C)C